The molecule is the 16alpha-hydroxy derivative of estrone; a minor estrogen metabolite. It has a role as a human metabolite and a mouse metabolite. It is a 16alpha-hydroxy steroid and a secondary alpha-hydroxy ketone. It derives from an estrone. C[C@]12CC[C@H]3[C@H]([C@@H]1C[C@H](C2=O)O)CCC4=C3C=CC(=C4)O